C(C1=CC=CC=C1)N(C1CCC(CC1)NCC(F)(F)F)CC1=CC=CC=C1 (1r,4r)-N1,N1-dibenzyl-N4-(2,2,2-trifluoroethyl)cyclohexane-1,4-diamine